C(C1=CC=CC=C1)SC1=C(C(=C(C(=C1F)F)OC)F)F benzyl(2,3,5,6-tetrafluoro-4-methoxyphenyl)sulfane